4,7-diazepine C=1C=CNC=CN1